OCCCCN1N=NC2=C1C=CC(=C2C)C(CC(=O)OCC)C2=CC(=C(C=C2)C)CN2S(OC1=C(C2)C=C(C=C1C)O)(=O)=O ethyl 3-[1-(4-hydroxybutyl)-4-methyl-1H-benzotriazol-5-yl]-3-{3-[(6-hydroxy-8-methyl-2,2-dioxo-2H-1,2λ6,3-benzoxathiazin-3(4H)-yl)methyl]-4-methylphenyl}propanoate